C(C)OC1=C(C=C(C=C1)OCC)O 2,5-diethoxyphenol